(1R,2R)-N-[7-chloro-6-[4-((3R,4R)-4-hydroxy-3-methyl-tetrahydrofuran-3-yl)piperazin-1-yl]-3-isoquinolyl]-2-(2-thienyl)cyclopropanecarboxamide ClC1=C(C=C2C=C(N=CC2=C1)NC(=O)[C@H]1[C@@H](C1)C=1SC=CC1)N1CCN(CC1)[C@@]1(COC[C@@H]1O)C